N[C@@H](CO)COC (S)-2-amino-3-methoxypropan-1-ol